C(C)(C)(C)OC(=O)N1C[C@H](CC1)C(C(=O)OC(C)(C)C)CC1=CC=CC2=C1C=C(O2)CO (3R)-3-(1-(tert-butoxy)-3-(2-(hydroxymethyl)benzofuran-4-yl)-1-oxopropane-2-yl)pyrrolidine-1-carboxylic acid tert-butyl ester